1-methyl-4,6-dihydro-1H-spiro[cyclopenta[d][1,2,3]triazole-5,2-[1,3]dioxolane] CN1N=NC2=C1CC1(OCCO1)C2